carbon aminocarboxylic acid NC(=O)O.[C]